NC1=CC=C(C=C1)[C@H]1N(C[C@@H](CC1)C)C(C(=O)NC=1C=NC=C(C(=O)N)C1)=O 5-(2-((2S,5R)-2-(4-aminophenyl)-5-methylpiperidin-1-yl)-2-oxoacetamido)nicotinamide